C(C1=CC=CC=C1)(=O)C1=CC2=C(N(C(S2)=O)CCOC2=CC=C(C=C2)CC(C(=O)OC)C(=O)OC)C=C1 dimethyl 2-[[4-[2-(6-benzoyl-2-oxo-1,3-benzothiazol-3-yl) ethoxy]phenyl]methyl]propanedioate